2-(2-chloroethoxy)-1,1-difluoroethane ClCCOCC(F)F